FC(CN1N=CC=2C1=NC(=CN2)N2CC(CCC2)COC2=NC=CN=C2C(F)F)F 1-(2,2-difluoroethyl)-6-(3-(((3-(difluoromethyl)pyrazin-2-yl)oxy)methyl)piperidin-1-yl)-1H-pyrazolo[3,4-b]pyrazine